C1=CC=CC=2C3=CC=CC=C3C(C12)COC(=O)N[C@@H](CC(=O)[O-])CCC1=CC=CC=C1 (3R)-3-(9H-fluoren-9-ylmethoxycarbonylamino)-5-phenylpentanoate